ClC=1C=C(C=C(C1OCC(C)=O)Cl)C=1C(CCNN1)C 6-[3,5-dichloro-4-(2-oxopropoxy)phenyl]-5-methyl-4,5-dihydro-2H-pyridazine